propynylmethyl carbonate C(OCC#CC)([O-])=O